C(C)(=O)O[C@H]1[C@@H](SC2=CC(=CC=C2)Cl)O[C@@H]([C@@H]([C@@H]1N=[N+]=[N-])OC(C)=O)COC(C)=O 3-chlorophenyl 2,4,6-tri-O-acetyl-3-azido-3-deoxy-1-thio-α-D-galactopyranoside